2-Nitrophenanthrene [N+](=O)([O-])C1=CC=2C=CC3=CC=CC=C3C2C=C1